((6-(5-(1-cyano-4-methylnaphthalen-2-yl)-1-methyl-1H-pyrazol-4-yl)-1-oxo-1,2-dihydroisoquinolin-4-yl)methyl)carbamic acid tert-butyl ester C(C)(C)(C)OC(NCC1=CNC(C2=CC=C(C=C12)C=1C=NN(C1C1=C(C2=CC=CC=C2C(=C1)C)C#N)C)=O)=O